FC(C1=CC=C(C(=C1)C1=CC=CC=C1)C=O)(F)F 5-(trifluoromethyl)-[1,1'-biphenyl]-2-carbaldehyde